6-(4-(4-cyanophenyl)-5-hydroxy-3-methyl-1H-pyrazol-1-yl)-2-methylnicotinic acid C(#N)C1=CC=C(C=C1)C=1C(=NN(C1O)C1=NC(=C(C(=O)O)C=C1)C)C